racemic-2-(4-chloro-2-methylphenoxy)propionic acid ClC1=CC(=C(O[C@@H](C(=O)O)C)C=C1)C |r|